C1(CC1)CN1C(N(C(C2=CC(=CC=C12)S(=O)(=O)NC1(CC1)C)=O)C1(CNC1)C)=O 1-(cyclopropylmethyl)-3-(3-methylazetidin-3-yl)-N-(1-methylcyclopropyl)-2,4-dioxo-quinazoline-6-sulfonamide